2-(2-hydroxy-3,5-di-tert-butylphenyl)5-chlorobenzotriazole OC1=C(C=C(C=C1C(C)(C)C)C(C)(C)C)N1N=C2C(=N1)C=CC(=C2)Cl